ethyl 1-[bis[(4-methoxyphenyl)methyl]sulfamoyl]cyclopropanecarboxylate COC1=CC=C(C=C1)CN(S(=O)(=O)C1(CC1)C(=O)OCC)CC1=CC=C(C=C1)OC